tert-butyl 3-(3-((4-((4-cyclobutylpiperidin-1-yl)sulfonyl)phenyl)carbamoyl)-4-(N-methylmethylsulfonamido)benzyl)azetidine-1-carboxylate C1(CCC1)C1CCN(CC1)S(=O)(=O)C1=CC=C(C=C1)NC(=O)C=1C=C(CC2CN(C2)C(=O)OC(C)(C)C)C=CC1N(S(=O)(=O)C)C